4-amino-N-(2,2-dimethylcyclopropyl)-3-methyl-N-((5-(trifluoromethyl)pyridin-2-yl)methyl)-1,3-dihydrofuro[3,4-c]quinoline-8-carboxamide NC1=NC=2C=CC(=CC2C2=C1C(OC2)C)C(=O)N(CC2=NC=C(C=C2)C(F)(F)F)C2C(C2)(C)C